(R)-N-[(7S)-1'-(7-bromo-6-methylpyrazolo[1,5-a]pyrazin-4-yl)spiro[5,7-dihydro-cyclopenta[b]pyridin-6,4'-piperidin]-7-yl]-2-methylpropan-2-sulfinamide BrC1=C(N=C(C=2N1N=CC2)N2CCC1(CC2)CC=2C(=NC=CC2)[C@H]1N[S@](=O)C(C)(C)C)C